(1r,3r,5s)-8-ethyl-8-azabicyclo[3.2.1]octan-3-ol C(C)N1[C@H]2CC(C[C@@H]1CC2)O